butyl-(S)-2-(((t-butyldiphenylsilyl)oxy)methyl)-4-oxopyrrolidine C(CCC)N1[C@@H](CC(C1)=O)CO[Si](C1=CC=CC=C1)(C1=CC=CC=C1)C(C)(C)C